N-(2,3-dihydrobenzo[b][1,4]dioxin-6-yl)-2,3,4,5,6-pentafluorobenzenesulfonamide O1C2=C(OCC1)C=C(C=C2)NS(=O)(=O)C2=C(C(=C(C(=C2F)F)F)F)F